F[C@@H](C1(CCC1)C=1C=C(C=CC1)N1C(C2=CC(=CC(=C2C1)C(F)(F)F)CN1[C@H](CNCC1)C(C)C)=O)C1=NN=CN1C 2-(3-(1-((S)-fluoro(4-methyl-4H-1,2,4-triazol-3-yl)methyl)cyclobutyl)phenyl)-6-(((S)-2-isopropylpiperazin-1-yl)methyl)-4-(trifluoromethyl)isoindolin-1-one